NC(C(=O)O)CC1=CC=C(C=C1)F 2-amino-3-(4-fluorophenyl)propanoic acid